3,5-dimethoxybenzyl N,N-dimethylcarbamate CN(C(OCC1=CC(=CC(=C1)OC)OC)=O)C